CN(CCCN(C(CCCC(F)(F)F)=O)C(CCCCCC(=O)OCC(CCCCCC)CCCC)CCCCCC(=O)OCC(CCCCCC)CCCC)C BIS(2-BUTYLOCTYL) 7-(N-(3-(DIMETHYLAMINO)PROPYL)-5,5,5-TRIFLUOROPENTANAMIDO)TRIDECANEDIOATE